NC=1C2=C(N=CN1)N(C(=C2C2=CC=C(C=C2)OC(F)F)C2=CCC1(CCN(CC1)C(C=C)=O)CC2)C 1-(9-(4-amino-5-(4-(difluoromethoxy)phenyl)-7-methyl-7H-pyrrolo[2,3-d]pyrimidin-6-yl)-3-azaspiro[5.5]undec-8-en-3-yl)prop-2-en-1-one